1-(1-(2-(2,6-dioxopiperidin-3-yl)-6-fluoro-1,3-dioxoisoindolin-5-yl)azetidin-3-yl)-N-methylpiperidine-4-carboxamide O=C1NC(CCC1N1C(C2=CC(=C(C=C2C1=O)N1CC(C1)N1CCC(CC1)C(=O)NC)F)=O)=O